C(C)(C)(C)N(C(O)=O)CC=1OC2=C(C1)C=C(C=C2C2=CC=C(C=C2)F)C2=CC=C(C=C2)S(=O)(=O)CC.CS(=O)(=O)C2=NC=C(C=N2)C=2C=C(C(=O)N)C=C(N2)C=2C=NC(=NC2)S(=O)(=O)C 2,6-bis(2-(methylsulfonyl)pyrimidin-5-yl)isonicotinamide tert-butyl-(5-(4-(ethylsulfonyl)phenyl)-7-(4-fluorophenyl)benzofuran-2-yl)methylcarbamate